Cα-methylphenylalanine C[C@](N)(CC1=CC=CC=C1)C(=O)O